2,2-bis(tertbutyl-peroxy)octane C(C)(C)(C)OOC(C)(CCCCCC)OOC(C)(C)C